sodium benzimidazole ammonium salt [NH4+].N1=CNC2=C1C=CC=C2.[Na+]